ClC=1C(=CC2=C(NC(CO2)=O)C1)NCC=1C=C(C(=O)NC=2C=NC=CC2)C=CC1 3-{[(6-Chloro-3-oxo-3,4-dihydro-2H-1,4-benzoxazin-7-yl)amino]methyl}-N-(pyridin-3-yl)benzamid